C(C)(C)(C)OC(=O)N1CCC(CC1)OCC=C 4-(allyloxy)piperidine-1-carboxylic acid tert-butyl ester